C12(CC3CC(CC(C1)C3)C2)CNCOC(C2=CC(=CC=C2)F)=O ((((adamantan-1-yl) methyl) amino) methyl)-3-fluorobenzoate